C(#N)C=1C=C(C=NC1C1CC1)NC(=O)[C@@H]1CC(C2=C1C=NC=1N2N=C(C1)F)(C)C (R)-N-(5-cyano-6-cyclopropylpyridin-3-yl)-2-fluoro-8,8-dimethyl-7,8-dihydro-6H-cyclopenta[e]pyrazolo[1,5-a]pyrimidine-6-carboxamide